(2-amino-2-(hydroxyimino)ethyl)(isopropyl)phosphinic acid NC(CP(O)(=O)C(C)C)=NO